[Br-].BrCCCC[N+](CC)(CC)CC N-(4-bromobutyl)-triethylammonium bromide